N-(tert-butyl)-2-(5'-methoxy-1-oxo-3,4-dihydrospiro[benzo[c]azepin-5,3'-indol]-2(1H)-yl)-2-phenylacetamide C(C)(C)(C)NC(C(C1=CC=CC=C1)N1C(C2=C(C=CC=C2)C2(C=NC3=CC=C(C=C23)OC)CC1)=O)=O